N-(4-(2-(4-morpholinophenylamino)thieno[3,2-d]pyrimidin-7-yl)phenyl)acrylamide tert-butyl-(2-chloro-7-methyl-6,7-dihydro-5H-cyclopenta[b]pyridin-7-yl)carbamate C(C)(C)(C)N(C(O)=O)C1(CCC=2C1=NC(=CC2)Cl)C.O2CCN(CC2)C2=CC=C(C=C2)NC=2N=CC1=C(N2)C(=CS1)C1=CC=C(C=C1)NC(C=C)=O